N[C@@H]1[C@H](CCCC1)N(C(CCC(=O)OC(C1=C(C=CC=C1)Cl)(C1=CC=CC=C1)C1=CC=CC=C1)=O)C (2-Chlorotrityl) 4-(((1S,2S)-2-aminocyclohexyl) (methyl)amino)-4-oxobutanoate